C(C)(C)(C)OC(=O)N1[C@H](C2=CC=CC(=C2CC1)O)C (1S)-5-hydroxy-1-methyl-3,4-dihydro-1H-isoquinoline-2-carboxylic acid tert-butyl ester